methyl 5-amino-4-(4-amino-1-oxoisoindolin-2-yl)-5-oxopentanoate NC(C(CCC(=O)OC)N1C(C2=CC=CC(=C2C1)N)=O)=O